4-(5-chloro-2-nitrophenyl)-3-hydroxybutyric acid methyl ester COC(CC(CC1=C(C=CC(=C1)Cl)[N+](=O)[O-])O)=O